FC1=C(C=CC(=C1)F)S(=O)(=O)N1C2CNC(C1)C2 2-((2,4-difluorophenyl)sulfonyl)-2,5-diazabicyclo[2.2.1]heptane